(3-(((2-(ethoxycarbonyl)-1H-pyrrol-3-yl)amino)methyl)pyridin-2-yl)piperidine-1-carboxylic acid tert-butyl ester C(C)(C)(C)OC(=O)N1C(CCCC1)C1=NC=CC=C1CNC1=C(NC=C1)C(=O)OCC